CC1=C(C(=O)C=2C(=NN(C2O)C)C)C=CC(=C1OCCOC)S(=O)(=O)C 4-(2-methyl-3-methoxyethoxy-4-methylsulfonyl-benzoyl)-1,3-dimethyl-5-hydroxypyrazole